boric acid, glyoxylic acid salt C(C=O)(=O)O.B(O)(O)O